1-(4-Methylphenethyl)sulfonylpiperidine CC1=CC=C(CCS(=O)(=O)N2CCCCC2)C=C1